5,5'-(10-(2-morpholinoethyl)-10H-phenoxazine-2,8-diyl)-bis-(2-fluorophenol) O1CCN(CC1)CCN1C2=CC(=CC=C2OC=2C=CC(=CC12)C=1C=CC(=C(C1)O)F)C=1C=CC(=C(C1)O)F